7-fluoro-1,2,3,4-tetrahydrocyclopenta[b]Indole-5-carboxamide FC=1C=C2C3=C(NC2=C(C1)C(=O)N)CCC3